2-(1,3-diallyl-5-methyl-1H-indol-2-yl)acetic acid ethyl ester C(C)OC(CC=1N(C2=CC=C(C=C2C1CC=C)C)CC=C)=O